(S)-2-(7-methoxy-1,2,3,4-tetrahydrocyclopenta[b]indol-3-yl)acetic acid COC1=CC=2C3=C(NC2C=C1)[C@@H](CC3)CC(=O)O